8-(3-(Benzyloxy)-2,6-dimethylphenyl)-6-chloropyrido[3,2-d]pyrimidin-4(3H)-one C(C1=CC=CC=C1)OC=1C(=C(C(=CC1)C)C1=CC(=NC2=C1N=CNC2=O)Cl)C